3-[[4-[2-[(6-Cyclopropylfuro[2,3-b]pyrazin-2-yl)methylamino]-3-isopropyl-4-methyl-pentoxy]-6-(2,6-dimethylphenyl)pyrimidin-2-yl]sulfamoyl]benzoic acid C1(CC1)C1=CC=2C(=NC=C(N2)CNC(COC2=NC(=NC(=C2)C2=C(C=CC=C2C)C)NS(=O)(=O)C=2C=C(C(=O)O)C=CC2)C(C(C)C)C(C)C)O1